BrC1=C(C=C(C=C1)Br)CC 1,4-dibromo-2-ethylbenzene